4-hydroxy-2-nonenic acid OC(C=CC(=O)O)CCCCC